ClC=1C(=CC(=NC1)B(O)O)C 5-CHLORO-4-METHYLPYRIDINE-2-BORONIC ACID